C(C)OC=1C=C(C=2N(C1)N=C1C2C=NN1)C=1C=CC(=NC1)N1CCC2(CCCN(C2)NC(C2=C(C=CC=C2F)Cl)=O)CC1 N-(9-(5-(6-ethoxy-1H-pyrazolo[3',4':3,4]pyrazolo[1,5-a]pyridin-4-yl)pyridin-2-yl)-2,9-diazaspiro[5.5]undecan-2-yl)-2-chloro-6-fluorobenzamide